NCCCNCCCCNCCCNC(C1=C(C=C(C=C1)NC=1C=2N(C=CN1)C(=CN2)C=2C(=NN(C2)CC#C)C(F)(F)F)CC)=O N-[3-[4-(3-aminopropylamino)butylamino]propyl]-2-ethyl-4-[[3-[1-prop-2-ynyl-3-(trifluoromethyl)pyrazol-4-yl]imidazo[1,2-a]pyrazin-8-yl]amino]benzamide